C(C)N(CC)CC.OC(C(C)O)S(=O)(=O)O 1,2-dihydroxypropanesulfonic acid triethylamine salt